N=S1(CCC(CC1)N1N=C2N=C(C=CC2=C1)C1=C(C=C(C=C1C)C(F)(F)F)O)=O cis-2-[2-(1-imino-1-oxo-thian-4-yl)pyrazolo[3,4-b]pyridin-6-yl]-3-methyl-5-(trifluoromethyl)phenol